CC(C)C=1N=CC(=NC1)N 5-propan-2-ylpyrazin-2-amine